ClC=1C=C(C=CC1C(F)(F)F)NC(=O)N1[C@H]2CC[C@@H]1CC=1N=C(N=CC12)O (5S,8R)-N-(3-chloro-4-(trifluoromethyl)phenyl)-2-hydroxy-6,7,8,9-tetrahydro-5H-5,8-epiminocyclohepta[d]pyrimidine-10-carboxamide